N[C@@H](C)C1CCCN(CCC1)C(=O)OC(C)(C)C tert-Butyl 5-[(1S)-1-aminoethyl]azocane-1-carboxylate